[Br-].C1(CCCC1)[C@@](C(=O)OC1C[N+](CC1)(C)CC(=O)OCC)(O)C1=CC=CC=C1 (2R,1'R,3'S)-3-(2-cyclopentyl-2-phenyl-2-hydroxyacetoxy)(ethoxycarbonylmethyl)-1-methylpyrrolidinium bromide